ClC1=CC=C2C(C(=CN(C2=N1)C=1SC=CN1)C(=O)[O-])=O 7-chloro-4-oxo-1-(1,3-thiazol-2-yl)-1,4-dihydro-1,8-naphthyridine-3-carboxylate